N1C(=NC=C1)NC=1NC=CN1 bis(2-imidazolyl)amine